(1-((2-chlorothiazol-5-yl)methyl)-1H-pyrazol-4-yl)methylamine ClC=1SC(=CN1)CN1N=CC(=C1)CN